2-((3S,4S)-4-amino-3-methyl-2-oxa-8-azaspiro[4.5]decan-8-yl)-5-(2,3-dichlorophenoxy)-3-methyl-3,7-dihydro-4H-pyrrolo[2,3-d]pyrimidin-4-one N[C@@H]1[C@@H](OCC12CCN(CC2)C=2N(C(C1=C(N2)NC=C1OC1=C(C(=CC=C1)Cl)Cl)=O)C)C